C(C)(=O)N1[C@H]([C@H](CCC1)NS(=O)(=O)C)COC1CCC(CC1)C1CCCCC1 N-(cis-1-acetyl-2-(((1s,4s)-1,1'-bi(cyclohexyl)-4-yloxy)methyl)piperidin-3-yl)methanesulfonamide